1-(2-nitrobenzyl)-N3-phenyl-1H-1,2,4-triazole-3,5-diamine [N+](=O)([O-])C1=C(CN2N=C(N=C2N)NC2=CC=CC=C2)C=CC=C1